Imidazo[1,2-a]pyrimidin-2-ylmethylamine dihydrochloride Cl.Cl.N=1C(=CN2C1N=CC=C2)CN